(3R)-3-(1,4-dimethyl-1H-benzotriazol-5-yl)-3-[7-({[tris(propan-2-yl)silyl]oxy}methyl)-2,3-dihydro-1H-inden-5-yl]propanoic acid tert-butyl ester C(C)(C)(C)OC(C[C@H](C=1C=C2CCCC2=C(C1)CO[Si](C(C)C)(C(C)C)C(C)C)C1=C(C2=C(N(N=N2)C)C=C1)C)=O